C(C)C1=C[C@@]2(C(C3=CC=CC=C13)=O)OC(CC2)=O (S)-4'-ethyl-3,4-dihydro-1'h,5h-spiro[furan-2,2'-naphthalene]-1',5-dione